(S)-3-(3-(4-hydroxy-1,5-dimethyl-2-oxo-1,2-dihydropyridin-3-yl)ureido)-3-(3'-methoxy-2'-methylbiphenyl-3-yl)propionic acid OC1=C(C(N(C=C1C)C)=O)NC(N[C@@H](CC(=O)O)C=1C=C(C=CC1)C1=C(C(=CC=C1)OC)C)=O